(1S,2S)-2-(3-chlorophenyl)-N-(6-(((6-cyclopropyl-8-(4-methyl-3-oxopiperazin-1-yl)imidazolo[1,2-a]pyridin-2-yl)methyl)amino)pyrimidin-4-yl)cyclopropane-1-carboxamide ClC=1C=C(C=CC1)[C@@H]1[C@H](C1)C(=O)NC1=NC=NC(=C1)NCC=1N=C2N(C=C(C=C2N2CC(N(CC2)C)=O)C2CC2)C1